methyl [4-(4-chlorophenyl)-2,3,9-trimethyl-6H-thieno[3,2-f][1,2,4]triazolo[4,3-a][1,4]diazepin-6-yl]methylcarbamate ClC1=CC=C(C=C1)C1=NC(C=2N(C3=C1C(=C(S3)C)C)C(=NN2)C)CNC(OC)=O